CN1N=CC(=C(C1=O)C)N[C@@H]1C[C@@H](CN(C1)C)C1=CC=C(C(=O)N2CCC3(CC2)CCC(CC3)C3=CC(=C(C=C3)C3C(NC(CC3)=O)=O)OC)C=C1 3-[4-[3-[4-[(3R,5R)-5-[(1,5-dimethyl-6-oxo-pyridazin-4-yl)amino]-1-methyl-3-piperidyl]benzoyl]-3-azaspiro[5.5]undecan-9-yl]-2-methoxy-phenyl]piperidine-2,6-dione